NCCOCCOCCC1=C(C(=O)N)C=CC(=C1C=1N=CN(C1)C)NCC1=CC=C(C=C1)C(F)(F)F [2-[2-(2-aminoethoxy)ethoxy]ethyl]-3-(1-methylimidazol-4-yl)-4-[[4-(trifluoromethyl)phenyl]methylamino]benzamide